C(CN(CC(=O)O)CC(=O)O)N(CC(=O)O)CC(=O)O.[NH4+].[NH4+].[Zn+2] Zinc diammonium Ethylenediaminetetraacetic acid